silver-palladium-titanium [Ti].[Pd].[Ag]